CS(=O)(=O)NCCN1C(NC(C1)C(=O)N)=O (2-(methylsulfonamido)ethyl)-2-oxoimidazolidine-4-carboxamide